CN1N=NC2=C1C=CC(=C2C)[C@@H](C(C(=O)O)(C)C)C2=CC(=C(C=C2)C)CN2CCOC1=C(C2)N=C(C=C1)O (S)-3-(1,4-dimethyl-1H-benzo[d][1,2,3]triazol-5-yl)-3-(3-((7-hydroxy-2,3-dihydropyrido[2,3-f][1,4]oxazepin-4(5H)-yl)methyl)-4-methylphenyl)-2,2-dimethylpropionic acid